Bismuth barium [Ba].[Bi]